methyl 1-[[5-[5-(trifluoromethyl)-1,2,4-oxadiazol-3-yl]-2-thienyl]methyl]imidazole-4-carboxylate FC(C1=NC(=NO1)C1=CC=C(S1)CN1C=NC(=C1)C(=O)OC)(F)F